N-(3-((5-(tert-butyl)-4-methylthiazol-2-yl)amino)-3-oxopropyl)-3-(5-methyl-2H-tetrazol-2-yl)benzamide C(C)(C)(C)C1=C(N=C(S1)NC(CCNC(C1=CC(=CC=C1)N1N=C(N=N1)C)=O)=O)C